N1CC(C1)CC1CCN(CC1)S(=O)(=O)NC(C1=C(C=C(C(=C1)Cl)OCC1CCCC1)F)=O N-((4-(azetidin-3-ylmethyl)piperidin-1-yl)sulfonyl)-5-chloro-4-(cyclopentylmethoxy)-2-fluorobenzamide